C(C1=CC=CC=C1)OC([C@@H](COC(C)C)CNC(=O)OCC1C2=CC=CC=C2C=2C=CC=CC12)=O (2R)-2-(9-fluorenyl)methoxycarbonylaminomethyl-3-isopropoxypropionic acid benzyl ester